[Pt+2].C(C(O)C(C(=O)[O-])CC(=O)[O-])(=O)[O-].NC1C(CCCC1)N.[Pt+] platinum (1,2-diaminocyclohexane) (isocitrate) platinum (II)